4-bis(methylsulfonyl)aminomethyl-2-sulfamoylbenzoic acid methyl ester COC(C1=C(C=C(C=C1)CN(S(=O)(=O)C)S(=O)(=O)C)S(N)(=O)=O)=O